(R)-4-(3-(4-chloro-2-methoxyphenyl)-2,3-dihydrobenzo[b][1,4]Dioxin-5-yl)piperidine-1-carboxylate ClC1=CC(=C(C=C1)[C@H]1OC2=C(OC1)C=CC=C2C2CCN(CC2)C(=O)[O-])OC